tert-butyl (R)-2-oxo-1,7-dioxa-3,10-diazaspiro[4.6]undecane-10-carboxylate O=C1O[C@@]2(CN1)COCCN(C2)C(=O)OC(C)(C)C